N[C@H](CC1=CC=CC=C1)C(=O)O (R)-phenylalanine